3-cyano-7-(ethyl-(tetrahydro-2H-pyran-4-yl)amino)-6-methylpyrazolo[1,5-a]Pyrimidine-5-carboxylic acid C(#N)C=1C=NN2C1N=C(C(=C2N(C2CCOCC2)CC)C)C(=O)O